5-hydroxy-N,N-diallyltryptamine OC1=CC=C2NC=C(CCN(CC=C)CC=C)C2=C1